1-(2-methyl-5-(4-((5-methylpyridin-3-yl)amino)-6-(pyrazin-2-yl)pyrimidin-2-yl)piperidin-1-yl)ethan-1-one CC1N(CC(CC1)C1=NC(=CC(=N1)NC=1C=NC=C(C1)C)C1=NC=CN=C1)C(C)=O